[3-(3,6-dimethyl-9H-carbazol-9-yl)propyl]phosphonic acid CC=1C=CC=2N(C3=CC=C(C=C3C2C1)C)CCCP(O)(O)=O